molybdenum disulfide calcium [Ca].[Mo](=S)=S